3-[4-(3,3-diethoxyprop-1-yn-1-yl)-1-oxo-3H-isoindol-2-yl]piperidine-2,6-dione C(C)OC(C#CC1=C2CN(C(C2=CC=C1)=O)C1C(NC(CC1)=O)=O)OCC